BrC1=C(C(=CC(=C1)OCOC)Cl)/C=C/CCC(=O)OC methyl (E)-5-(2-bromo-6-chloro-4-(methoxymethoxy)phenyl)pent-4-enoate